1-(difluoromethyl)-N-[2-(3-hydroxy-3-methyl-butyl)-6-methoxy-pyrazolo[1,5-a]pyridin-5-yl]-2-oxo-pyridine-3-carboxamide FC(N1C(C(=CC=C1)C(=O)NC1=CC=2N(C=C1OC)N=C(C2)CCC(C)(C)O)=O)F